O1C=CC2=C1C=CC=C2CC(=O)OCC ethyl 2-(benzofuran-4-yl)acetate